CO\C=C(\C(=O)OC)/OC1=C(C=C(C(=C1)N1N=C(C=C1)C(F)(F)F)OC)C methyl (Z)-3-methoxy-2-[4-methoxy-2-methyl-5-[3-(trifluoromethyl)pyrazol-1-yl]phenoxy]prop-2-enoate